[Na+].COC1=C(/C=C/C(C2=CC(=C(C=C2)OC)NCC(=O)[O-])S(=O)(=O)C(C2=CC(=C(C=C2)OC)NCC(=O)[O-])\C=C\C2=C(C=C(C=C2OC)OC)OC)C(=CC(=C1)OC)OC.[Na+] (E)-2,4,6-trimethoxystyryl-3-[(carboxymethyl)amino]-4-methoxybenzylsulphone sodium salt